hydroxypropyldisulfide bis(3-mercaptopropionate) SCCC(=O)O.SCCC(=O)O.OCCCSSCCCO